BrC=1C=C(C=C(C1)C(C)(C)C)[C@@H](CN1CC2(C1)CCN(CC2)C(=O)OC(C)(C)C)CC(=C=O)OC tert-butyl (S)-2-(2-(3-bromo-5-(tert-butyl)phenyl)-4-methoxy-4-carbonylbutyl)-2,7-diazaspiro[3.5]nonane-7-carboxylate